2-[2-(5-bromopentoxy)ethoxy]ethanol BrCCCCCOCCOCCO